ClC=1C(=CC(=NC1)NC1=CC(=C(N=N1)C(=O)NC([2H])([2H])[2H])NC1=NC=CC(=C1OC)C1=NOC(=N1)C)C 6-[(5-Chloro-4-methylpyridin-2-yl)amino]-4-{[3-methoxy-4-(5-methyl-1,2,4-oxadiazol-3-yl)pyridin-2-yl]amino}-N-(2H3)methylpyridazin-3-carboxamid